ClC1=C(C=CC(=C1)F)CC(=O)NC1=CC(=C(C=C1)N1N=CC(=C1)C#N)S(N)(=O)=O 2-(2-Chloro-4-fluorophenyl)-N-[4-(4-cyano-1H-pyrazol-1-yl)-3-sulfamoylphenyl]acetamide